FC(\C(\C)=N\C=1C=C(C=C2C=C(NC12)C1=CC=CC=C1)COCCOC)(F)F (E,Z)-1,1,1-trifluoro-N-[5-(2-methoxyethoxymethyl)-2-phenyl-1H-indol-7-yl]propan-2-imine